BrC=1C=C(C=CC1F)N1C(=NOC1=O)C=1C(=NON1)C(=O)O 4-(4-(3-bromo-4-fluorophenyl)-5-oxo-4,5-dihydro-1,2,4-oxadiazol-3-yl)-1,2,5-oxadiazol-3-carboxylic acid